C(C1=CC=CC=C1)N1CCN(CC1)C1=C(C=NC2=CC=CC=C12)NC(C1=C(C=CC=C1)Cl)=O N-(4-(4-benzylpiperazin-1-yl)quinolin-3-yl)-2-chlorobenzamide